FC=1OC=CC1C1=NC=2N(C(=C1)C)N(CC2)[C@@H](C(F)(F)F)C (R)-5-(2-Fluorofuran-3-yl)-7-methyl-N-(1,1,1-trifluoropropan-2-yl)pyrazolo[1,5-a]Pyrimidine